3-(5-((2-(4-(difluoromethoxy)piperidin-1-yl)cyclopentyl)oxy)-1-oxoisoindolin-2-yl)piperidine-2,6-dione FC(OC1CCN(CC1)C1C(CCC1)OC=1C=C2CN(C(C2=CC1)=O)C1C(NC(CC1)=O)=O)F